N-(2-Methoxy-6-methyl-5,6,7,8-tetrahydro-1,6-naphthyridin-3-yl)-8-(2-(methylthio)phenyl)quinazolin-2-amine COC1=NC=2CCN(CC2C=C1NC1=NC2=C(C=CC=C2C=N1)C1=C(C=CC=C1)SC)C